[Si](C)(C)(C(C)(C)C)OCC1(CC1)COC=1N=C(C2=C(N1)C(=C(N=C2)Cl)F)NCC2(CCC2)N(C)C 2-((1-(((tert-butyldimethylsilyl)oxy)methyl)cyclopropyl)methoxy)-7-chloro-N-((1-(dimethylamino)cyclobutyl)methyl)-8-fluoropyrido[4,3-d]pyrimidin-4-amine